CC(C#CC1=NC=C(C(=N1)C)C(=O)O)(C)C 2-(3,3-dimethylbut-1-yn-1-yl)-4-methylpyrimidine-5-carboxylic acid